tert-butyl-2-(3-((tert-butyldimethylsilyl)oxy)cyclohexylidene)hydrazine C(C)(C)(C)NN=C1CC(CCC1)O[Si](C)(C)C(C)(C)C